Cl.ClC=1C=CC(=C(CNCC2CCNCC2)C1)OCC1CC1 N-(5-chloro-2-(cyclopropylmethoxy)benzyl)-1-(piperidin-4-yl)methanamine hydrochloride